N-((2-bromo-5-fluorothien-3-yl)methyl)-4-isopropylpyrimidin-2-amine BrC=1SC(=CC1CNC1=NC=CC(=N1)C(C)C)F